4-acetyl-3-(4-methoxyphenyl)-5-methyl-1H-pyrrole-2-carboxylic acid ethyl ester C(C)OC(=O)C=1NC(=C(C1C1=CC=C(C=C1)OC)C(C)=O)C